FC1=C(C=CC=C1B1OC(C(O1)(C)C)(C)C)NS(=O)(=O)C=1SC(=CC1)Br 5-Bromo-thiophene-2-sulfonic acid [2-fluoro-3-(4,4,5,5-tetramethyl-[1,3,2]dioxaborolan-2-yl)-phenyl]-amide